ClC1=NC(=C2C(=N1)N(N=C2)[C@H]2[C@@H]([C@@H]([C@H](O2)CS(=O)(=O)CP(O)(O)=O)O)O)NC2CCCC2 [(2S,3S,4R,5R)-5-[6-chloro-4-(cyclopentyl-amino)pyrazolo[3,4-d]-pyrimidin-1-yl]-3,4-dihydroxy-tetrahydro-furan-2-yl]methyl-sulfonylmethylphosphonic acid